C(#N)C1=CC=C(C=C1)NC(CI)=O N-(4-cyanophenyl)-2-iodoacetamide